6-acetyl-2-(4-bromobenzyl)-3-(4-chlorophenyl)-3-((1-(hydroxymethyl)cyclopropyl)methoxy)isoindolin-1-one C(C)(=O)C1=CC=C2C(N(C(C2=C1)=O)CC1=CC=C(C=C1)Br)(OCC1(CC1)CO)C1=CC=C(C=C1)Cl